(5-(2-chloro-4-fluorophenoxy)pyrimidin-4-yl)-2-azaspiro[4.4]nonane ClC1=C(OC=2C(=NC=NC2)C2NCCC23CCCC3)C=CC(=C1)F